COC1=C(C=C(C=C1)OC)C1=CC(=CC=C1)[C@H](CC(=O)O)NC(=O)NC=1C(N(C=C(C1O)C)C)=O (S)-3-(2',5'-dimethoxybiphenyl-3-yl)-3-(3-(4-hydroxy-1,5-dimethyl-2-oxo-1,2-dihydropyridin-3-yl)ureido)propionic acid